CCCCCCC(C)=O Octan-7-one